[N+](=O)([O-])C1=CC2=C(NC(CO2)=O)C=C1C(F)(F)F 7-nitro-6-(trifluoromethyl)-4H-1,4-benzoxazin-3-one